C(C(F)(F)F)(C(F)(F)F)O 1,1,1,3,3,3-Hexafluoroisopropanol